4-{3-(cyanomethyl)-3-[3-(7H-pyrrolo[2,3-d]pyrimidin-4-yl)-1H-pyrrol-1-yl]azetidin-1-yl}-N-[2-methyl-6-(trifluoromethyl)pyridin-3-yl]piperidine-1-carboxamide C(#N)CC1(CN(C1)C1CCN(CC1)C(=O)NC=1C(=NC(=CC1)C(F)(F)F)C)N1C=C(C=C1)C=1C2=C(N=CN1)NC=C2